FC(C1=CC=CC(=N1)N1CCN(CC1)CCCCN1C(C2=CC=CC=C2C1=O)=O)(F)F 2-(4-(4-(6-(trifluoromethyl)pyridin-2-yl)piperazin-1-yl)butyl)isoindoline-1,3-dione